N-(2-(3-chloro-2-fluorobenzylamino)-2-oxoethyl)-N-cyclopropylacetamide ClC=1C(=C(CNC(CN(C(C)=O)C2CC2)=O)C=CC1)F